1-(3-(tert-butyl)-1-(p-tolyl)-1H-pyrazol-5-yl)-3-(2-fluoro-4-(4,4,5,5-tetramethyl-1,3,2-dioxaborolan-2-yl)phenyl)urea C(C)(C)(C)C1=NN(C(=C1)NC(=O)NC1=C(C=C(C=C1)B1OC(C(O1)(C)C)(C)C)F)C1=CC=C(C=C1)C